(S)-ethyl 3-(6-bromo-3-fluoropyridin-2-yl)-3-((R)-1,1-dimethylethylsulfinamido)butanoate BrC1=CC=C(C(=N1)[C@@](CC(=O)OCC)(C)N[S@](=O)C(C)(C)C)F